cis-2-(1-(4-(trifluoromethyl)phenyl)imidazo[1,5-a]pyridin-3-yl)cyclopropane-1-carboxylic acid FC(C1=CC=C(C=C1)C=1N=C(N2C1C=CC=C2)[C@@H]2[C@@H](C2)C(=O)O)(F)F